2-(2-(difluoromethoxy)-5-(2-methoxypropan-2-yl)phenyl)-2-((R)-3-((5-(5,6,7,8-tetrahydro-1,8-naphthyridin-2-yl)pentyl)oxy)pyrrolidin-1-yl)acetic acid FC(OC1=C(C=C(C=C1)C(C)(C)OC)C(C(=O)O)N1C[C@@H](CC1)OCCCCCC1=NC=2NCCCC2C=C1)F